C(C)(C)(C)OC(=O)N([C@H](C(=O)N[C@H](C(=O)N1[C@@H](CCC1)C(=O)OC)C1CCCCC1)C)C Methyl ((S)-2-((S)-2-((tert-butoxycarbonyl)(methyl)amino)propanamido)-2-cyclohexylacetyl)-L-prolinate